3,4-dichloro-5-n-propoxyfuranone ClC1C(OC(=C1Cl)OCCC)=O